CC=1C=CN=NC1 5-methyl-pyridazine